3-((5-fluoropyrimidin-2-yl)oxy)pyrrolidin FC=1C=NC(=NC1)OC1CNCC1